BrC1=C(C=C2C(=NC(=NC2=C1F)Cl)N1CC(CCC1)CCNC(OC(C)(C)C)=O)Cl tert-butyl (2-(1-(7-bromo-2,6-dichloro-8-fluoroquinazolin-4-yl)piperidin-3-yl)ethyl)carbamate